(5,7-dichloro-1H-indol-2-yl)methanol ClC=1C=C2C=C(NC2=C(C1)Cl)CO